C1OCC12CN(C2)CC2=CC=C(N=N2)N=C(C2=CC=CC=C2)C2=CC=CC=C2 [6-(2-oxa-6-azaspiro[3.3]heptan-6-ylmethyl)pyridazin-3-yl]-1,1-diphenylmethanimine